COC1=CC(=C(NC(C)C2=NC(=CC=C2)C(C)NC2=C(C=C(C=C2)OC)C)C=C1)C 2,6-bis(1-(4-methoxy-2-methylanilino)ethyl)pyridine